N[C@@H]1CN(CCCC1)C=1C2=C(N=C(N1)OCC13CCCN3CCC1)C(=C(N=C2)C2=CC(=CC1=CC=C(C(=C21)C#C)F)O)F 4-{4-[(3S)-3-aminoazepan-1-yl]-8-fluoro-2-(hexahydropyrrolizin-7a-ylmethoxy)pyrido[4,3-d]pyrimidin-7-yl}-5-ethynyl-6-fluoronaphthalen-2-ol